BrC1=C(N=C(S1)NS(=O)(=O)C1=NC=C(C=C1C)NCC1=C(C(=CC=C1)OC)O[Si](C)(C)C(C)(C)C)C1=CC(=C(C=C1)F)Cl N-(5-bromo-4-(3-chloro-4-fluorophenyl)thiazol-2-yl)-5-((2-((tert-butyldimethylsilyl)oxy)-3-methoxybenzyl)amino)-3-methylpyridine-2-sulfonamide